NC1C(NC2=CC=C(C=C2C1)NC1=C(C=C(C=C1)N1CCC(CC1)C(F)(F)F)C)=O 3-amino-6-((2-methyl-4-(4-(trifluoromethyl)piperidin-1-yl)phenyl)amino)-3,4-dihydroquinolin-2(1H)-one